(R)-N-(2-(3-bromophenyl)-1-hydroxypropan-2-yl)-4-(5-methyl-2-((1-methyl-1H-pyrazol-5-yl)amino)pyrimidin-4-yl)oxazole-2-carboxamide BrC=1C=C(C=CC1)[C@@](CO)(C)NC(=O)C=1OC=C(N1)C1=NC(=NC=C1C)NC1=CC=NN1C